C(C1=CC=CC=C1)OC1=C(C=CC=C1)N1N=CC(=C1)C(=O)NC1=CC(=CC(=C1)NS(=O)(=O)C)Br 1-(2-(benzyloxy)phenyl)-N-(3-bromo-5-(methylsulfonamido)phenyl)-1H-pyrazole-4-carboxamide